O=C1NC(CCC1C1=NN(C2=CC(=CC=C12)C1CCN(CC1)CC(=O)NCCOC1=CC2=C(C(=C(C=C2C=C1)O)N1S(NC(C1)=O)(=O)=O)F)C)=O 2-[4-[3-(2,6-dioxo-3-piperidyl)-1-methyl-indazol-6-yl]-1-piperidyl]-N-[2-[[8-fluoro-6-hydroxy-7-(1,1,4-trioxo-1,2,5-thiadiazolidin-2-yl)-2-naphthyl]oxy]ethyl]acetamide